O1[C@H](COCC1)CN1N=C2C3=C(C[C@@H](C2=C1)C)OC(=C3C(F)(F)F)C(=O)OCC Ethyl (4S)-2-{[(2S)-1,4-dioxan-2-yl]methyl}-4-methyl-8-(trifluoromethyl)-4,5-dihydro-2H-furo[2,3-g]indazol-7-carboxylat